(R)-1-(2-ethyl-4-(4-((3-methyl-4-((1-methyl-1H-benzo[d][1,2,3]triazol-5-yl)oxy)phenyl)amino)pyrido[3,2-d]pyrimidin-6-yl)piperazin-1-yl)prop-2-en-1-one C(C)[C@H]1N(CCN(C1)C=1C=CC=2N=CN=C(C2N1)NC1=CC(=C(C=C1)OC1=CC2=C(N(N=N2)C)C=C1)C)C(C=C)=O